ClC1=NC2=CC=CC(=C2C(=N1)NCC1=CC=C(C=C1)C=1N(C=C(N1)C(F)(F)F)C)CO (2-chloro-4-((4-(1-methyl-4-(trifluoromethyl)-1H-imidazol-2-yl)benzyl)amino)quinazolin-5-yl)methanol